tert-butyl-(((2R)-2-((3E,7E)-10-(3,3-Dimethyloxiran-2-yl)-4,8-dimethyldecan-3,7-dien-1-yl)-2,5,7,8-tetramethylchroman-6-yl)oxy)dimethylsilane C(C)(C)(C)[Si](C)(C)OC=1C(=C2CC[C@@](OC2=C(C1C)C)(C)CC\C=C(\CC\C=C(\CCC1OC1(C)C)/C)/C)C